C(C(C)C)NC=1C2=C(N=C(N1)C1=CC=CC=C1)NC(=C2)C N-isobutyl-6-methyl-2-phenyl-7H-pyrrolo[2,3-d]pyrimidin-4-amine